C[C@@H]1CC[C@@]2(CC[C@@]3(C(=CC[C@H]4[C@]3(CC[C@@H]5[C@@]4(C[C@H]([C@@H]([C@@]5(C)CO)O)O)C)C)[C@@H]2[C@H]1C)C)C(=O)O 2,3,23-trihydroxyurs-12-en-28-oic acid